1,3,5-trifluoromethyl-chloroglucitol FCC([C@H](O)[C@@](O)([C@H](O)[C@](O)(CO)CF)CF)(O)Cl